COC=1C=C2C(=CN(C(C2=CC1OC)=O)C1=NOC(=C1)C1=CC=CC=C1)C(=O)N1CCCCC1 6,7-dimethoxy-2-(5-phenylisoxazol-3-yl)-4-(piperidine-1-carbonyl)isoquinolin-1(2H)-one